C(C1=CC=CC=C1)(=O)N1CCC(CC1)C1=C(OC2=C1C=CC(=C2)C)C(=O)OCC ethyl 3-(1-benzoylpiperidin-4-yl)-6-methylbenzofuran-2-carboxylate